β-chloroethylamine ClCCN